di-dodecyl isophthalate C(C1=CC(C(=O)OCCCCCCCCCCCC)=CC=C1)(=O)OCCCCCCCCCCCC